carbazole-9-carboxylic acid [2-(2-aminooxyethoxy)ethoxy]amide NOCCOCCONC(=O)N1C2=CC=CC=C2C=2C=CC=CC12